CC1=C[C@H]([C@@H](CC1)C(=C)C)C1=C(C=C(C=C1O)CCCCC)O 2-[(1r,6r)-3-methyl-6-(1-methyl-vinyl)-2-cyclohexen-1-yl]-5-pentyl-1,3-benzenediol